S1C=NC2=C1C(=CC=C2)S(=O)(=O)CCC(=O)N2[C@H](CN(CC2)C2=C(C=NC=C2C)Cl)C (S)-3-(benzo[d]thiazol-7-ylsulfonyl)-1-(4-(3-chloro-5-methylpyridin-4-yl)-2-methylpiperazin-1-yl)propan-1-one